11-(4-Fluorobenzyl)-3-(trifluoromethyl)-11H-imidazo[1',2':1,2]pyrido[3,4-b]indole FC1=CC=C(CN2C3=C(C4=CC=CC=C24)C=CN2C3=NC=C2C(F)(F)F)C=C1